C(C)(C)(C)NCC(O)C1=NC=CC2=C1C=NN2COCC[Si](C)(C)C 2-(tert-butylamino)-1-(1-((2-(trimethylsilyl)ethoxy)methyl)-1H-pyrazolo[4,3-c]Pyridin-4-yl)ethan-1-ol